4,6-hexanediol diacrylate C(C=C)(=O)OC(CCC)CCOC(C=C)=O